C1(CC1)N1CCN(CC1)C1=CC(=C(C=C1[N+](=O)[O-])NC1=NC=C(C(=N1)N1CC(C2=NC(=CC=C21)C)(C)C)C(=O)OC(C)C)OC isopropyl 2-((4-(4-cyclopropylpiperazin-1-yl)-2-methoxy-5-nitrophenyl)amino)-4-(3,3,5-trimethyl-2,3-dihydro-1H-pyrrolo[3,2-b]pyridin-1-yl)pyrimidine-5-carboxylate